NC=1C(NC2=C3C=CC=NC3=CC(=C2C1C1=C2C=NNC2=C(C(=C1)F)F)C)=O 3-amino-4-(6,7-difluoro-1H-indazol-4-yl)-5-methyl-1H-1,7-phenanthrolin-2-one